S1C(=NC2=C1C=CC=C2)NC(=O)C=2C=CC=C1CCN(CC21)C2=CC=C(C(=N2)C(=O)NS(=O)(=O)CCCCCC(=O)OCC)C=2C=NN(C2C)CC2CCCCC2 Ethyl 6-(N-(6-(8-(benzo[d]thiazol-2-ylcarbamoyl)-3,4-dihydroisoquinolin-2(1H)-yl)-3-(1-(cyclohexylmethyl)-5-methyl-1H-pyrazol-4-yl)picolinoyl)sulfamoyl)hexanoate